COC(=O)[C@]1(N(CC[C@H]1CC(=O)C1=CC=C(C=C1)OC)C1=CC=C(C=C1)OC)C1=CC=CC=C1 (2R,3S)-1-(4-methoxyphenyl)-3-(2-(4-methoxyphenyl)-2-oxoethyl)-2-phenylpyrrolidine-2-carboxylic acid methyl ester